COC1=NC(=CC=C1NC(=O)C=1C(=NOC1C)C1=CC=CC=C1)C=1C=NN2C1N=CC=C2 (2-methoxy-6-(pyrazolo[1,5-a]pyrimidin-3-yl)pyridin-3-yl)-5-methyl-3-phenylisoxazole-4-carboxamide